C[C@@]12C[C@H](N([C@H]2C1)C(CNC(C1=CC=C(C=C1)OC1=CC=CC=C1)=O)=O)C(=O)N[C@H](C)C1=CC(=CS1)B(O)O (5-((R)-1-((1S,3S,5S)-5-methyl-2-((4-phenoxybenzoyl)glycyl)-2-azabicyclo[3.1.0]hexane-3-carboxamido)ethyl)thiophen-3-yl)boronic acid